O[C@]1(CN(OC1)C(=O)C=1N(N=C2N(CN(CC21)C)CC(C)C)CC2=CC=CC1=CC=CC=C21)C (S)-3-(4-hydroxy-4-methylisoxazolidine-2-carbonyl)-7-isobutyl-5-methyl-2-(naphthalen-1-ylmethyl)-2,7-dihydro-4H-pyrazolo[3,4-d]Pyrimidine